ClC1=C(C#N)C=C(C=C1)C(=O)N1CC=2C(=NN3C2C(N(C[C@H]3C)C(C)C3=CC=C(C=C3)N3C(CCC3)=O)=O)C[C@H]1C 2-chloro-5-((3R,7R)-3,7-dimethyl-10-oxo-9-(1-(4-(2-oxopyrrolidin-1-yl)phenyl)ethyl)-1,2,3,4,7,8,9,10-octahydropyrido[4',3':3,4]pyrazolo[1,5-a]pyrazine-2-carbonyl)benzonitrile